[O-]CCC.[O-]CCC.C(C)C(C(=O)[O-])(C(O)(C(=O)[O-])CC(=O)[O-])CC.C(C)C(C(=O)[O-])(C(O)(C(=O)[O-])CC(=O)[O-])CC.[Zr+4].[Zr+4] zirconium(IV) bis(diethyl citrate) dipropoxide